3-(2-methoxyethoxy)-N-(2-hydroxypropyl)benzenesulfonamide COCCOC=1C=C(C=CC1)S(=O)(=O)NCC(C)O